FC(C1=NN(C(=C1)C(F)F)CC(=O)N1CCC(CC1)C=1SC=C(N1)C(=O)OC)F methyl 2-[1-[2-[3,5-bis(difluoromethyl)-1H-pyrazol-1-yl]acetyl]-4-piperidinyl]-4-thiazolecarboxylate